O1CCN(CC1)CC(COCCC[Si](OCC)(OCC)OCC)O 1-morpholino-3-(3-(triethoxysilyl)propoxy)propan-2-ol